1,2,2-propanetriamine C(C(C)(N)N)N